6'-(pyridin-4-yl)-3'-(9H-pyrido[2,3-b]indol-9-yl)-[1,1':2',1''-terphenyl] N1=CC=C(C=C1)C=1C=CC(=C(C1C1=CC=CC=C1)C1=CC=CC=C1)N1C2=C(C3=CC=CC=C13)C=CC=N2